BrC1=C2CCN(CC2=CC(=C1)NC=1N=NC(=C(N1)NC1=NC=CC=C1CO)C(=O)N)C ((5-bromo-2-methyl-1,2,3,4-tetrahydroisoquinolin-7-yl)amino)-5-((3-(hydroxymethyl)pyridin-2-yl)amino)-1,2,4-triazine-6-carboxamide